NC=1N=CC2=CC(=CC(=C2C1)N1C[C@@H](CCC1)CN(C(OC(C)(C)C)=O)C)C1=C(C=CC=C1C)F tert-Butyl N-[[(3R)-1-[3-amino-7-(2-fluoro-6-methyl-phenyl)-5-isoquinolyl]-3-piperidyl]methyl]-N-methyl-carbamate